(S)-(1-(5-((2-oxopropoxy) methyl)-2H-tetrazol-2-yl) ethyl) carbonate C(O[C@@H](C)N1N=C(N=N1)COCC(C)=O)([O-])=O